Cl.CC1=C(C2=C(C=N1)CNC2)C 6,7-Dimethyl-2,3-dihydro-1H-pyrrolo[3,4-c]pyridine, hydrochloride salt